6-bromo-4-fluoro-1,3-dimethylindazole BrC1=CC(=C2C(=NN(C2=C1)C)C)F